1-(6-(4-(trifluoromethyl)piperidin-1-yl)naphthalen-2-yl)cyclohexane-1,4-diamine FC(C1CCN(CC1)C=1C=C2C=CC(=CC2=CC1)C1(CCC(CC1)N)N)(F)F